Cl.NCCOCCN(C(C1=C(C=C(C=C1)NC=1C=2N(C=CN1)C(=CN2)C2=CC=C(C=C2)OC)C)=O)C N-(2-(2-aminoethoxy)ethyl)-4-((3-(4-methoxy-phenyl)imidazo[1,2-a]pyrazin-8-yl)amino)-N,2-dimethylbenzamide hydrochloride